1,1-bis(4-glycidyloxyphenyl)ethane C(C1CO1)OC1=CC=C(C=C1)C(C)C1=CC=C(C=C1)OCC1CO1